oxazol-5-ylmethyl (4-((1-(azetidin-1-ylsulfonyl)piperidin-4-yl)methyl)phenyl)carbamate N1(CCC1)S(=O)(=O)N1CCC(CC1)CC1=CC=C(C=C1)NC(OCC1=CN=CO1)=O